4-bromo-N-(2,4-dimethoxybenzyl)-N-(3,5-dimethoxybenzyl)-5,7-difluorobenzo[d]oxazol-2-amine BrC1=C(C=C(C2=C1N=C(O2)N(CC2=CC(=CC(=C2)OC)OC)CC2=C(C=C(C=C2)OC)OC)F)F